ClC=1C=C(C#N)C=CC1C=1C(=NN(C1NC1=C(C=CC=C1[N+](=O)[O-])Cl)C)C 3-chloro-4-[5-[(2-chloro-6-nitrophenyl)amino]-1,3-dimethyl-1H-pyrazol-4-yl]benzonitrile